[CH-]1C=CC=C1.[CH-]1C=CC=C1.[Zr+2] syn-zirconocene